(2R,3S,4R,5R)-4-[[4-cyclopropyl-3-(3,4-difluoro-2-methoxy-phenyl)-5-methyl-5-(trifluoromethyl)tetrahydrofuran-2-carbonyl]amino]pyridine-2-carboxamide C1(CC1)[C@@H]1[C@H]([C@@H](O[C@]1(C(F)(F)F)C)C(=O)NC1=CC(=NC=C1)C(=O)N)C1=C(C(=C(C=C1)F)F)OC